FC(CN1[C@@H](C=2NC3=CC=CC=C3C2C[C@H]1C)C=1SC(=CC1)C1CCN(CC1)CCCF)(C)C (1S,3R)-2-(2-Fluoro-2-methylpropyl)-1-(5-(1-(3-fluoropropyl)piperidin-4-yl)thiophen-2-yl)-3-methyl-2,3,4,9-tetrahydro-1H-pyrido[3,4-b]indole